3-(5-(((3S*,4R*)-4-fluoropiperidin-3-yl)oxy)-1-oxoisoindolin-2-yl)piperidine-2,6-dione F[C@H]1[C@H](CNCC1)OC=1C=C2CN(C(C2=CC1)=O)C1C(NC(CC1)=O)=O |o1:1,2|